S1C=NC2=C1CN(C2)CCN 2-(4H-pyrrolo[3,4-d]thiazol-5(6H)-yl)ethylamine